BrC1=C(C=C2C(=C(C(=NC2=C1F)Cl)[N+](=O)[O-])NC1C2CN(C1C2)C(=O)OC(C)(C)C)I tert-butyl 5-((7-bromo-2-chloro-8-fluoro-6-iodo-3-nitroquinolin-4-yl)amino)-2-azabicyclo[2.1.1]hexane-2-carboxylate